BrC1=C(C=C(C=C1NC1=CC=C(C=C1)C(C)(C)C)Cl)NC1=C(C=CC=C1)C1=CC=C(C=C1)C(C)(C)C 2-bromo-N1-(4'-(tert-butyl)-[1,1'-biphenyl]-2-yl)-N3-(4-(tert-butyl)phenyl)-5-chloro-benzene-1,3-diamine